ClC1=C(C(=O)NC2=CC=C(C=C2)C(=O)N2CCC([C@@H](C3=C2C=CC(=C3)Cl)O)(F)F)C=C(C=C1)F 2-chloro-N-{4-[(5R)-7-chloro-4,4-difluoro-5-hydroxy-2,3,4,5-tetrahydro-1H-1-benzazepine-1-carbonyl]phenyl}-5-fluorobenzamide